C(C)(C)(C)N1N=C(C=C1NC=1C=CC2=C(CN(S2(=O)=O)CC2=CC=C(C=C2)OC)C1)[C@@H]1C[C@@H](CC1)O[Si](C)(C)C(C)(C)C 5-((1-(tert-butyl)-3-((1S,3R)-3-((tert-butyldimethylsilyl)oxy)cyclopentyl)-1H-pyrazol-5-yl)amino)-2-(4-methoxybenzyl)-2,3-dihydrobenzo[d]isothiazole 1,1-dioxide